C(C)(=O)OCCC1CCCCC1 2-CYCLOHEXYLETHYL ACETATE